C(C)C1(C(NC(C(C1C1=C(C=CC=C1)Cl)(C(=O)O)C)C)COCCN1N=NC(=C1)C1=C(C=CC=C1)Br)C(=O)O 3-ethyl-5-methyl-2-((2-(4-(2-bromophenyl)-1H-1,2,3-triazol-1-yl)ethoxy)methyl)-4-(2-chlorophenyl)-6-methyl-1,4-dihydropyridine-3,5-dicarboxylic acid